N-((1-((2-(3,5-dichloro-phenyl)-6-((2-(4-methyl-piperazin-1-yl)pyrimidin-5-yl)oxy)pyridin-4-yl)methyl)piperidin-4-yl)carbamoyl)methane-sulfonamide ClC=1C=C(C=C(C1)Cl)C1=NC(=CC(=C1)CN1CCC(CC1)NC(=O)NS(=O)(=O)C)OC=1C=NC(=NC1)N1CCN(CC1)C